OC1=CC(=CC2=C1NCCC1=C(C2=O)C=C(C(=C1)O)O)OC 4,9,10-trihydroxy-2-methoxy-6,7-dihydrodibenzo[b,e]azocin-12(5H)-one